[C@@]12(C(=O)CC(CC1)C2(C)C)CS(=O)(=O)O.C[C@@H]2NC[C@H]2O (2S,3R)-2-methylazetidin-3-ol (R)-camphorsulfonic acid salt